2-(2-methyl-1H-imidazol-5-yl)pyrazine CC=1NC(=CN1)C1=NC=CN=C1